CN(CCC(=O)N1CC2=NC(=C(C=C2C1)C)N1CCC(CC1)OC=1C=NC(=CC1)OC)C 3-(dimethylamino)-1-(2-(4-((6-methoxypyridin-3-yl)oxy)piperidin-1-yl)-3-methyl-5,7-dihydro-6H-pyrrolo[3,4-b]pyridin-6-yl)propan-1-one